OC1CN(CC1)CC1(NOC=CC1)CNC(=O)C1=CC2=C(S1)CCCCCC2 N-({3-[(3-hydroxypyrrolidin-1-yl)methyl]oxazin-3-yl}methyl)-4H,5H,6H,7H,8H,9H-cycloocta[b]thiophene-2-carboxamide